2-Cyclobutyl-5-methyl-piperidine C1(CCC1)C1NCC(CC1)C